4-(1-methylethyl)-benzenepropanal CC(C)C1=CC=C(C=C1)CCC=O